C(C)(C)(C)OC(=O)N1CCN(CC1)C1=NC(=NC2=C(C(=C(C=C12)Cl)C1=CC=CC2=C1N=C(S2)NC(=O)OC(C)(C)C)F)S(=O)C 4-(7-(2-(tert-butoxycarbonylamino)-1,3-benzothiazol-4-yl)-6-chloro-8-fluoro-2-methylsulfinyl-quinazolin-4-yl)piperazine-1-carboxylic acid tert-butyl ester